N-propoxypropanamide C(CC)ONC(CC)=O